(S)-quinuclidin-3-yl((R)-6-(3-isopropoxyphenyl)-2,2-dimethyl-1,2,3,4-tetrahydronaphthalen-1-yl)carbamate N12C[C@H](C(CC1)CC2)OC(N[C@@H]2C(CCC1=CC(=CC=C21)C2=CC(=CC=C2)OC(C)C)(C)C)=O